1-(3-chloro-2-fluorophenyl)-6-methylisoquinoline-1,5-diamine ClC=1C(=C(C=CC1)C1(NC=CC=2C(=C(C=CC12)C)N)N)F